C(C1=CC=CC=C1)OC(=O)NNC1CC(CC1)C(=O)O 3-(2-((benzyloxy)carbonyl)hydrazino)cyclopentane-1-carboxylic acid